Bis(3,5-dimethoxyphenyl)phosphan COC=1C=C(C=C(C1)OC)PC1=CC(=CC(=C1)OC)OC